[Ir+3].C(CCC)OC(=O)[O+] butoxycarbonyl-oxygen iridium (III)